Cl.ClC1=NC=CC(=N1)CN 1-(2-Chloropyrimidin-4-yl)methanamin Hydrochlorid